5-bromo-4-chloro-6-(4-chlorophenyl)pyrimidin-2-amine BrC=1C(=NC(=NC1C1=CC=C(C=C1)Cl)N)Cl